rel-(1s,2s)-2-(benzyloxy)cyclobutan-1-ol benzyl-(S)-3,3-diphenyl-2-((S)-pyrrolidine-2-carboxamido)propanoate hydrochloride Cl.C(C1=CC=CC=C1)[C@@](C(=O)O[C@@H]1[C@H](CC1)OCC1=CC=CC=C1)(C(C1=CC=CC=C1)C1=CC=CC=C1)NC(=O)[C@H]1NCCC1 |o1:12,13|